(R)-2,7-dimethyl-5-(1-((2-(methylsulfonyl)-6-((trimethylsilyl)ethynyl)pyridin-3-yl)amino)ethyl)-3-(4-(2,2,2-trifluoroethyl)piperazin-1-yl)isoquinolin-1(2H)-one CN1C(C2=CC(=CC(=C2C=C1N1CCN(CC1)CC(F)(F)F)[C@@H](C)NC=1C(=NC(=CC1)C#C[Si](C)(C)C)S(=O)(=O)C)C)=O